lithium glycine NCC(=O)O.[Li]